BrC1=C(C=CC(=C1)OC)C(CCC=C)NS(=O)C(C)(C)C N-(1-(2-bromo-4-methoxyphenyl)pent-4-en-1-yl)-2-methylpropan-2-sulfinamide